BrC=1C=CC=2C(N(C3=CC=CC1C23)C2C(N(C(CCC2)=O)COC)=O)=O 3-(5-bromo-2-oxobenzo[ct]indol-1(2H)-yl)-1-(methoxymethyl)azepane-2,7-dione